C(#C)C1=CC=C(C(=O)N[C@H](C(=O)OC)[C@@H](C)O)C=C1 Methyl (2S,3R)-2-(4-ethynylbenzamido)-3-hydroxybutanoate